OCCOCC#CC1=C2CN(C(C2=CC=C1)=O)C1C(N(C(CC1)=O)COCC[Si](C)(C)C)=O 3-(4-(3-(2-hydroxyethoxy)prop-1-yn-1-yl)-1-oxoisoindolin-2-yl)-1-((2-(trimethylsilyl)ethoxy)methyl)piperidine-2,6-dione